6-(4-(4-isobutylpiperazin-1-yl)phenyl)-8-methyl-2-(4-(methylsulfonyl)phenyl)imidazo[1,2-a]pyridine C(C(C)C)N1CCN(CC1)C1=CC=C(C=C1)C=1C=C(C=2N(C1)C=C(N2)C2=CC=C(C=C2)S(=O)(=O)C)C